N1(CCNCC1)CCCNCCCN1CCNCC1 bis-(3-(piperazin-1-yl)propyl)amine